C(C)(C)(C)C=1C=C(C(=C(C1)C)O)CCC(=O)O.C(C)(C)(C)C=1C=C(C(=C(C1)C)O)CCC(=O)O.C(COC=C)OC=C ethylene bis(oxyethylene) bis[3-(5-tert-butyl-hydroxy-m-tolyl) propionate]